(2S)-4-[5-chloro-2-(dimethoxymethyl)phenyl]-2-methyl-1-[(1-phenylpyrazol-4-yl)methyl]piperidin-4-ol ClC=1C=CC(=C(C1)C1(C[C@@H](N(CC1)CC=1C=NN(C1)C1=CC=CC=C1)C)O)C(OC)OC